CN(CCCN1N=C2C=C(C=CC2=C1C1(CC(CCC1)N)N)C1=C(C=CC=C1)F)C 1-(2-(3-(dimethylamino)propyl)-6-(2-fluorophenyl)-2H-indazol-3-yl)cyclohexane-1,3-diamine